BrC=1C(=NC(=NC1)NC1=C(C=C(C(=C1)[N+](=O)[O-])N1C[C@@H]2CN(C[C@@H]2C1)C)OC)C1=CN(C2=CC=CC=C12)C1CC1 5-bromo-4-(1-cyclopropyl-1H-indol-3-yl)-N-(2-methoxy-4-((3aR,6aS)-5-methyl-hexahydropyrrolo[3,4-c]pyrrol-2(1H)-yl)-5-nitrophenyl)pyrimidin-2-amine